C1(=CC=C(C=C1)NC1=C(C=CC=C1)NC1=CC=C(C=C1)C)C bis-4-tolylaminobenzene